O1COC2=C1C=CC(=C2)N 2H-1,3-benzodioxol-5-amine